N-(8-(methylamino)-5-(2-methylthiazol-4-yl)-2,7-naphthyridin-3-yl)cyclopropanecarboxamide CNC=1N=CC(=C2C=C(N=CC12)NC(=O)C1CC1)C=1N=C(SC1)C